N-(4-fluoro-5-((3-((5-methyl-1,2,4-oxadiazol-3-yl)methyl)piperidin-1-yl)methyl)thiazol-2-yl)acetamide FC=1N=C(SC1CN1CC(CCC1)CC1=NOC(=N1)C)NC(C)=O